S1SC(C=C1)C(=O)[O-] DITHIOLATE